C(C)C1=C(NC2=CC=C(C=C12)C1CCN(CC1)CC=1N=NSC1)C1=C2C(=NC=C1)NN=C2 4-((4-(3-ethyl-2-(1H-pyrazolo[3,4-b]pyridin-4-yl)-1H-indol-5-yl)piperidin-1-yl)methyl)-1,2,3-thiadiazole